C(C)(C)(C)SC=1C(=CC=2N(C1)C(=CN2)N2N=CC(=C2)C(=O)O)OC 1-(6-(tert-butylthio)-7-methoxyimidazo[1,2-a]pyridin-3-yl)-1H-pyrazole-4-carboxylic acid